OC1=CC=C(CC(C(=O)O)CCC)C=C1 4-hydroxybenzyl-valeric acid